OC1=C(C(=O)C2(C(C(=CC=C2)C(C2=C(C(=C(C=C2)O)O)O)=O)C(C2=C(C(=C(C=C2)O)O)O)=O)S)C=CC(=C1O)O 1,2,3-tris(2,3,4-trihydroxybenzoyl)benzenethiol